BrC1=C(C=C2C(=NC(N3C2=C1SCC3)=O)N3C[C@H](N(CC3)C(=O)OCC3=CC=CC=C3)CS(=O)(=O)C)Cl Benzyl (S)-4-(10-bromo-9-chloro-5-oxo-2,3-dihydro-5H-[1,4]thiazino[2,3,4-ij]quinazolin-7-yl)-2-((methylsulfonyl)methyl)piperazine-1-carboxylate